ClC=1C=CC2=C(C(C(CCN2)(F)F)(O)CO)C1 7-chloro-4,4-difluoro-5-(hydroxymethyl)-2,3,4,5-tetrahydro-1H-1-benzoazepin-5-ol